C(C)(=O)OC=1C(=NC(=CC1)C=1N=NN(C1COC1=NC=CC(=N1)N1N=CC=C1)C)CC 1-(6-(5-(((4-(1H-pyrazol-1-yl) pyrimidin-2-yl) oxy) methyl)-1-methyl-1H-1,2,3-triazol-4-yl)-2-ethylpyridin-3-yl) acetate